saccharin (o-benzenesulfonyl imide) C1=C(C=CC=C1)S(=O)(=O)N=C1NS(=O)(=O)C2=CC=CC=C12